S(=O)(=O)(C1=CC=C(C)C=C1)OCCOCCOCCOC1=CC=C(C=C1)C1CCN(CC1)S(=O)(=O)C1=CC=C(C(=O)NCC(=O)OC(C)(C)C)C=C1 tert-butyl 2-(4-((4-(4-(2-(2-(2-(tosyloxy)ethoxy)ethoxy)ethoxy)phenyl)piperidin-1-yl)sulfonyl)benzamido)acetate